iodopindolol CC(C)NCC(COC1=CC=CC2=C1C(=CN2)I)O